N1-((S)-3-(3,4-difluorophenyl)-1-oxo-1-(((S)-3-oxo-1-((S)-2-oxopyrrolidin-3-yl)-4-(trifluoromethoxy)butan-2-yl)amino)propan-2-yl)-N2-(2-fluorophenyl)oxalamide FC=1C=C(C=CC1F)C[C@@H](C(N[C@@H](C[C@H]1C(NCC1)=O)C(COC(F)(F)F)=O)=O)NC(C(=O)NC1=C(C=CC=C1)F)=O